2-(2-bromo-4-hydroxy-phenyl)-8-chloro-chromen-4-one BrC1=C(C=CC(=C1)O)C=1OC2=C(C=CC=C2C(C1)=O)Cl